C(C1=C(C(=CC(=C1)C)N1N=C2C(=N1)C=CC=C2)O)C2=C(C(=CC(=C2)C)N2N=C1C(=N2)C=CC=C1)O 2,2'-methylene-bis-[6-(2H-benzotriazol-2-yl)-4-(methyl)phenol]